C(C)NC(=O)C1=CNC2=C1N=CN=C2NCC2=CC=C(C=C2)B(O)O 4-([[7-(ethylcarbamoyl)-5H-pyrrolo[3,2-d]pyrimidin-4-yl]amino]methyl)-phenylboronic acid